1-(6-(4-(5-chloro-6-methyl-1H-indazol-4-yl)-3-(4-(hydroxymethyl)phenyl)-5-methyl-1H-pyrazol-1-yl)-2-azaspiro[3.3]hept-2-yl)prop-2-en-1-one ClC=1C(=C2C=NNC2=CC1C)C=1C(=NN(C1C)C1CC2(CN(C2)C(C=C)=O)C1)C1=CC=C(C=C1)CO